NC(CN(CC)CC)(N)N triAminotriethylamine